CC1=C(C=2N(C=C1C1=C(C=3N=C(SC3N1)N1CC3(C1)CN(C3)C3COC3)C(C)C)N=CN2)C 5-(7,8-dimethyl-[1,2,4]triazolo[1,5-a]pyridin-6-yl)-6-isopropyl-2-(6-(oxetan-3-yl)-2,6-diazaspiro[3.3]heptan-2-yl)-4H-pyrrolo[3,2-d]thiazole